O[C@@H](C=1C2=C(C(=NN1)C1=C(C=C(C=C1)C(F)(F)F)O)CCC2)[C@H]2CN(CCC2)C |r| 2-(4-((R/S)-hydroxy((R/S)-1-methylpiperidin-3-yl)methyl)-6,7-dihydro-5H-cyclopenta[d]pyridazin-1-yl)-5-(trifluoromethyl)phenol